C(C1=CC=CC=C1)OC1=C(C=C(C=C1OC)C1=CC(=CC=2N(C(N(C21)C)=O)CC(=O)NC2=CC=C(C=C2)F)C)F 2-(4-(4-(benzyloxy)-3-fluoro-5-methoxyphenyl)-3,6-dimethyl-2-oxo-2,3-dihydro-1H-benzo[d]imidazol-1-yl)-N-(4-fluorophenyl)acetamide